C(C=C)N1N(C2=NC(=NC=C2C1=O)N1CCC(CC1)NC(C1=C(C=CC(=C1)CN1C(NC(C2=C(C=CC=C12)F)=O)=O)F)=O)C1=NC(=CC=C1)C(C)(C)O N-[1-[2-allyl-1-[6-(1-hydroxy-1-methyl-ethyl)-2-pyridyl]-3-oxo-pyrazolo[3,4-d]pyrimidin-6-yl]-4-piperidyl]-2-fluoro-5-[(5-fluoro-2,4-dioxo-quinazolin-1-yl)methyl]benzamide